6-(2-fluoro-6-methoxyphenyl)-5-methoxypicolinamide FC1=C(C(=CC=C1)OC)C1=C(C=CC(=N1)C(=O)N)OC